OCCOC(C=CC1=CC=CC=C1)=O cinnamic acid 2-hydroxyethyl ester